C(=O)C1=C(C=C(C=C1O)CC1=CC=C(C=C1)S(=O)(=O)[O-])CC1=CC=C(C=C1)S(=O)(=O)[O-] 4-formyl-5-hydroxy-1,3-phenylenebis(4-toluenesulfonate)